C(C)(C)(C)OC(=O)N1C[C@H](CC1)C(C(=O)N1C(OC[C@H]1CC1=CC=CC=C1)=O)C (3R)-3-{1-[(4R)-4-benzyl-2-oxo-1,3-oxazolidin-3-yl]-1-oxopropan-2-yl}pyrrolidine-1-carboxylic acid tert-butyl ester